(S)-3-(4-(2,4-difluorophenoxy)-2-methyl-5-(6-methyl-7-oxo-6,7-dihydro-1H-pyrrolo[2,3-c]pyridin-4-yl)phenyl)-5-ethylimidazoline-2,4-dione FC1=C(OC2=CC(=C(C=C2C=2C3=C(C(N(C2)C)=O)NC=C3)N3C(N[C@H](C3=O)CC)=O)C)C=CC(=C1)F